C1=CONP=C1 Oxazaphosphorine